C12C(C3CC(CC(C1)C3)C2)CCN(CCCCCCCCC=2C=C(C=CC2)C2=NC=3N(C(=C2)N2CCN(CC2)CCO)N=C(C3C3=CC=CC=C3)C)C 2-(4-(5-(3-(8-((2-(adamantan-2-yl)ethyl)(methyl)amino)octyl)phenyl)-2-methyl-3-phenylpyrazolo[1,5-a]pyrimidin-7-yl)piperazin-1-yl)ethan-1-ol